diaminoethyleneglycol diphenyl ether C1(=CC=CC=C1)OC(C(N)OC1=CC=CC=C1)N